ClC1=CC(=C(C=C1)C1CCN(CC1)C(=O)OCCCC)F butyl 4-(4-chloro-2-fluorophenyl)piperidine-1-carboxylate